{1-[1-(5-fluoro-2-methoxybenzoyl)piperidin-4-yl]-3-[4-(7H-pyrrolo[2,3-d]pyrimidin-4-yl)-1H-pyrazol-1-yl]azetidin-3-yl}acetonitrile FC=1C=CC(=C(C(=O)N2CCC(CC2)N2CC(C2)(N2N=CC(=C2)C=2C3=C(N=CN2)NC=C3)CC#N)C1)OC